Cl.C(C=C)OC1=CC=CC2=C1C1=C3C(CCNC3C2)=CC(=C1OC)O 11-(allyloxy)-1-methoxy-5,6,6a,7-tetrahydro-4H-dibenzo[de,g]quinolin-2-ol hydrochloride